COC(=O)C=1C=C2C=C(N(C2=CC1)CCO[Si](C)(C)C(C)(C)C)CC1=C(C=C(C=C1)Cl)C(F)(F)F 1-(2-((tert-butyldimethylsilyl)oxy)ethyl)-2-(4-chloro-2-(trifluoromethyl)benzyl)-1H-indole-5-carboxylic acid methyl ester